C(=CC1=CC=CC=C1)C1=CC(=C(C=2N1N=CN2)C(=O)O)O 5-(Styryl)-7-hydroxy-[1,2,4]triazolo[1,5-a]pyridine-8-carboxylic acid